4-((3S,5R)-3,5-dimethylpiperazin-1-yl)benzamide C[C@H]1CN(C[C@H](N1)C)C1=CC=C(C(=O)N)C=C1